(RS)-6-(tert-Butyl)-2-chloro-3-(3-methoxypropoxy)-5,6,7,8-tetrahydroquinoline C(C)(C)(C)[C@H]1CC=2C=C(C(=NC2CC1)Cl)OCCCOC |r|